O=C1COCCN1C1=CC=CC(=N1)B(O)O (6-(3-oxomorpholino)pyridin-2-yl)boronic acid